CC=1SC(=C2C1CC1(CC2)OCCO1)C(=O)OCC ethyl 3'-methylspiro[1,3-dioxolane-2,5'-6,7-dihydro-4H-2-benzothiophene]-1'-carboxylate